C1=C(C=CC2=CC=CC=C12)C=1C2=CC=CC=C2C(=C2C=CC=CC12)C1=CC=C(C=C1)C1=CC=CC2=CC=CC=C12 9-(2-naphthyl)-10-(4-(1-naphthyl)phenyl)anthracene